2,2'-(Anthracene-9,10-diylbis(methylene))dipropionic acid C1=CC=CC2=C(C3=CC=CC=C3C(=C12)CC(C(=O)O)C)CC(C(=O)O)C